1-(3-bromo-5-(tert-butyl)phenyl)-3,5-dimethyl-1H-pyrazole BrC=1C=C(C=C(C1)C(C)(C)C)N1N=C(C=C1C)C